FC=1C(=C(C=CC1)C(=O)N1[C@@H]2[C@@H](C[C@H](C1)C2)NC2=NC=C(N=C2)C)N2N=CC=N2 (3-fluoro-2-(2H-1,2,3-triazol-2-yl)phenyl)((1S,4S,6R)-6-((5-methylpyrazin-2-yl)amino)-2-azabicyclo[2.2.1]heptan-2-yl)methanone